4-[4-(5-chloro-2,3-dihydro-1H-indol-1-yl)-8-fluoro-2-{[(2R,7aS)-2-fluorotetrahydro-1H-pyrrolizin-7a(5H)-yl]methoxy}pyrido[4,3-d]pyrimidin-7-yl]-5-ethynyl-6-fluoronaphthalen-2-ol ClC=1C=C2CCN(C2=CC1)C=1C2=C(N=C(N1)OC[C@]13CCCN3C[C@@H](C1)F)C(=C(N=C2)C2=CC(=CC1=CC=C(C(=C21)C#C)F)O)F